FC1(CCN(CC1)C1=NC(=CC(=N1)C(NNC(C1=C(C=C(C=C1)I)N1CCC2(CC2)CC1)=O)=N)C)F N'-((2-(4,4-difluoropiperidin-1-yl)-6-methylpyrimidin-4-yl)(imino)methyl)-4-iodo-2-(6-azaspiro[2.5]octan-6-yl)benzohydrazide